O=C1NC(CCC1N1C(C2=CC=C(C=C2C1=O)N1CC(C1)C#CC=1C=NN(C1)C(C(=O)NC1=C(C=C(C=C1)C(F)(F)F)C1=CC=CC=C1)(C)C)=O)=O 2-(4-((1-(2-(2,6-dioxopiperidin-3-yl)-1,3-dioxoisoindolin-5-yl)azetidin-3-yl)ethynyl)-1H-pyrazol-1-yl)-2-methyl-N-(5-(trifluoromethyl)-[1,1'-biphenyl]-2-yl)propanamide